4-(4-(tert-butoxycarbonyl)phenyl)-8-cyclopropyl-3,4-dihydro-2H-benzo[b][1,4]oxazine-7-carboxylic acid C(C)(C)(C)OC(=O)C1=CC=C(C=C1)N1C2=C(OCC1)C(=C(C=C2)C(=O)O)C2CC2